N-benzhydryl-2-[(2R)-1-[(2,3-difluorophenyl)methyl]-5-oxopyrrolidin-2-yl]acetamide C(C1=CC=CC=C1)(C1=CC=CC=C1)NC(C[C@@H]1N(C(CC1)=O)CC1=C(C(=CC=C1)F)F)=O